COC1=NC=2CCCCC2C=C1C(=O)NC1(CC1)C1=CC=CC=C1 2-methoxy-N-(1-phenylcyclopropyl)-5,6,7,8-tetrahydroquinoline-3-carboxamide